(3R)-6-[(p-chlorophenyl)methyl]-7-cyclopropyl-4-oxo-1-thia-3a-aza-3-indanecarboxylic acid ClC1=CC=C(C=C1)CC1=CC(N2[C@@H](CSC2=C1C1CC1)C(=O)O)=O